2-(3-azabicyclo[3.1.0]hexan-6-yl)acetic acid C12CNCC2C1CC(=O)O